O=C1CC=2C(C=3N(C1)N=C1C3CN(CC1)C(=O)OC(C)(C)C)=NOC2 tert-butyl 5-oxo-5,6,9,10-tetrahydro-4H-isoxazolo[3,4-c]pyrido[4',3':3,4]pyrazolo[1,5-a]azepine-11(12H)-carboxylate